FC(C)(F)C1=NC(=CC(=N1)NC1=CC(=NC=C1OC)NC(C)=O)C1=CC2=CN(N=C2C(=C1)C)C N-(4-((2-(1,1-difluoroethyl)-6-(2,7-dimethyl-2H-indazol-5-yl)pyrimidin-4-yl)amino)-5-methoxypyridin-2-yl)acetamide